CC(=O)CCCC(=O)[O-] The molecule is an oxo fatty acid anion that is the conjugate base of 5-oxohexanoic acid, arising from deprotonation of the carboxy group. It is a 5-oxo monocarboxylic acid anion, a medium-chain fatty acid anion and an oxo fatty acid anion. It derives from a hexanoate. It is a conjugate base of a 5-oxohexanoic acid.